C[C@H]1CC[C@@H](N(C1)C(C(=O)OCC(F)(F)F)=O)C=1C=CC2=C(N=C(S2)C2CCN(CC2)C2COC2)C1 2,2,2-trifluoroethyl 2-((2R,5S)-5-methyl-2-(2-(1-(oxetan-3-yl)piperidin-4-yl)benzo[d]thiazol-5-yl)piperidin-1-yl)-2-oxoacetate